N-(3-(triethoxysilyl)propyl)-ethylenediamine C(C)O[Si](CCCNCCN)(OCC)OCC